ClC=1C(=C(C(=O)N(C)C)C=C(N1)N1[C@@H](COCC1)C)C=O (R)-2-chloro-3-formyl-N,N-dimethyl-6-(3-methylmorpholino)isonicotinamide